1-(2-(2-chloro-4-cyclobutylphenyl)-2,3,4,5,5a,6,8,9-octahydro-7H-1,2,5,7-tetraazabenzo[cd]azulen-7-yl)prop-2-en-1-one ClC1=C(C=CC(=C1)C1CCC1)N1N=C2CCN(CC3C2=C1CCN3)C(C=C)=O